NC([C@H](CC(C)C)NC(C(CC)(C1=CC=C(C=C1)CC)NC(=O)C=1C=NN2C1C[C@@H](CC2(C)C)C2=CC=CC=C2)=O)=O (5R)-N-(1-(((2S)-1-amino-4-methyl-1-oxopent-2-yl)amino)-2-(4-ethylphenyl)-1-oxobut-2-yl)-7,7-dimethyl-5-phenyl-4,5,6,7-tetrahydropyrazolo[1,5-a]pyridine-3-carboxamide